C(C)(C)(C)OC(=O)N[C@@H](CCC(=O)OCC1=CC=CC=C1)C=1N=NNN1 benzyl (S)-4-((tert-butoxycarbonyl)amino)-4-(2H-tetrazol-5-yl)butanoate